4-(4,4,5,5-tetramethyl-1,3,2-dioxaborolan-2-yl)-2-(trifluoromethoxy)benzaldehyde CC1(OB(OC1(C)C)C1=CC(=C(C=O)C=C1)OC(F)(F)F)C